3-(4-methylphenyl)piperazine-1-carboxylate CC1=CC=C(C=C1)C1CN(CCN1)C(=O)[O-]